Tert-butyl 2,6-difluoropyridine-3-carboxylate FC1=NC(=CC=C1C(=O)OC(C)(C)C)F